Heptadecan-9-yl 8-((3-((1,1-dioxido-5,6-dihydro-4H-1,2,4-thiadiazin-3-yl)amino)propyl)(8-oxo-8-(undecan-3-yloxy)octyl)amino)octanoate O=S1(N=C(NCC1)NCCCN(CCCCCCCC(=O)OC(CCCCCCCC)CCCCCCCC)CCCCCCCC(OC(CC)CCCCCCCC)=O)=O